OC1=C(C2COC3=C(C(=CC=C3C2)O)OC)C=CC(=C1)OC 2',7-dihydroxy-4',8-dimethoxyisoflavan